N,N'-dibutyl-selenourea C(CCC)NC(=[Se])NCCCC